ClC1=C(C(=O)N2COC3=C(C2)C=CC=C3C3=CC(=C(C(=O)O)C=C3F)N3C2COCC3CC2)C(=CC(=C1)N1CCNC2(CC2)C1)Cl 4-[3-[2,6-dichloro-4-(4,7-diazaspiro[2.5]oct-7-yl)benzoyl]-2,4-dihydro-1,3-benzoxazin-8-yl]-5-fluoro-2-(3-oxa-8-azabicyclo[3.2.1]oct-8-yl)benzoic acid